2-[[5-chloro-2-iodo-3-(methoxymethyl)phenoxy]methoxy]ethyl-trimethyl-silane ClC=1C=C(C(=C(OCOCC[Si](C)(C)C)C1)I)COC